[2-[8-(cyclopropylmethyl)-1H-pyrrolo[3,2-g]indazol-7-yl]-7-fluoro-1-methyl-benzimidazol-5-yl]methanone C1(CC1)CN1C(=CC2=CC=C3C=NNC3=C21)C2=NC1=C(N2C)C(=CC(=C1)C=O)F